NC(C(CCC(=O)OC(C)(C)C)N1C(C2=CC=C(C=C2C1)C1=NC=C(C(=C1F)CO)F)=O)=O tert-butyl 5-amino-4-(5-(3,5-difluoro-4-(hydroxymethyl)pyridin-2-yl)-1-oxoisoindolin-2-yl)-5-oxopentanoate